N1(CCC[C@H]2CCCC[C@H]12)C([C@@H](CNC)N(CC1=CC=C(C=C1)OC)C1CC1)=O (2R)-1-[(4aR,8aS)-decahydroquinolin-1-yl]-2-{cyclopropyl[(4-methoxyphenyl)methyl]amino}-3-(methylamino)propan-1-one